OC[C@H](C1=CC=CC=C1)NC1=NC(=NC=C1C=1OC=NN1)NC=1C=C2CNC(C2=CC1)=O (S)-5-((4-((2-hydroxy-1-phenylethyl)amino)-5-(1,3,4-oxadiazol-2-yl)pyrimidin-2-yl)amino)isoindolin-1-one